Bis-(2,2,6,6-tetra-methyl-4-piperidyl)-sebacate CC1(NC(CC(C1)OC(CCCCCCCCC(=O)OC1CC(NC(C1)(C)C)(C)C)=O)(C)C)C